BrC=1C=CC(=NC1)NC(C(C1=CC=C(C=C1)C=1N=NN(N1)C)C1CC(CC1)(F)F)=O N-(5-Bromopyridin-2-yl)-2-(3,3-difluorocyclopentyl)-2-(4-(2-methyl-2H-tetrazol-5-yl)phenyl)acetamide